4-(4-chloro-2-fluorophenyl)-3-(2-chlorophenyl)-5-neopentylpyrrolidine-2-carboxylic acid ClC1=CC(=C(C=C1)C1C(C(NC1CC(C)(C)C)C(=O)O)C1=C(C=CC=C1)Cl)F